C1(CC1)C1=CC(=C(C=C1)N(C(=O)C1=CN=CN1)C(C(=O)NC1CCC(CC1)(F)F)C=1C=NC=C(C1)F)F N-(4-Cyclopropyl-2-fluoro-phenyl)-N-[2-[(4,4-difluorocyclohexyl)amino]-1-(5-fluoro-3-pyridyl)-2-oxo-ethyl]-1H-imidazole-5-carboxamide